CC=1C=NC=CC1C=1N=C2N(C=CC=N2)C1C1=CC2=C(OCCN2)C=C1 6-(2-(3-methylpyridin-4-yl)imidazo[1,2-a]pyrimidin-3-yl)-3,4-dihydro-2H-benzo[b][1,4]oxazin